dicarbonyl-(pentamethylcyclopentadienyl)iridium C(=O)=[Ir](C1(C(=C(C(=C1C)C)C)C)C)=C=O